(1S,7R,8S)-8-chloro-2-azabicyclo[5.1.0]octane Cl[C@H]1[C@@H]2CCCCN[C@H]12